NC1=CC(=NN1CC1=CC=C(C=C1)OC)NC=1NC=2N(C(C1C1=CC=C(C=C1)OC)=O)N=C(C2C2=CC=CC=C2)C2=CC=CC=C2 5-((5-amino-1-(4-methoxybenzyl)-1H-pyrazol-3-yl)amino)-6-(4-methoxyphenyl)-2,3-diphenylpyrazolo[1,5-a]pyrimidin-7(4H)-one